ClC1=NC=C(C(=N1)N1CC(CC1)C1CCCCC1)Cl 2,5-dichloro-4-(3-cyclohexylpyrrolidin-1-yl)pyrimidine